(Rac)-N-methyl-N-(m-tolyl)octahydrocyclopenta[c]pyrrole-1-carboxamide CN(C(=O)C1NCC2C1CCC2)C=2C=C(C=CC2)C